C(=O)C1=C(C=C(C=C1OCC=1N=NN(C1)S(=O)(=O)C1=CC=C(C)C=C1)C1=C(C=CC(=C1)C)S(=O)(=O)[O-])C1=C(C=CC(=C1)C)S(=O)(=O)[O-] 4-formyl-5-((1-tosyl-1H-1,2,3-triazol-4-yl) methoxy)-1,3-phenylenebis(4-methylbenzenesulfonate)